ClC1=C(C=CC=C1OC)C(=O)N1C[C@H]2CO[C@@H](CN2CC1)C1=NC=CC(=C1)OC(F)(F)F (2-Chloro-3-methoxyphenyl)-[(3S,9aS)-3-[4-(trifluoromethoxy)-2-pyridyl]-3,4,6,7,9,9a-hexahydro-1H-pyrazino[2,1-c][1,4]oxazin-8-yl]methanon